(R)-1-(3-(2-(tert-butoxy)-2-oxoethoxy)phenyl)-3-(2-fluoro-3,4-dimethoxyphenyl)propyl (S)-1-(4-(acryloyloxy)-3,3-dimethyl-2-oxobutanoyl)piperidine-2-carboxylate C(C=C)(=O)OCC(C(C(=O)N1[C@@H](CCCC1)C(=O)O[C@H](CCC1=C(C(=C(C=C1)OC)OC)F)C1=CC(=CC=C1)OCC(=O)OC(C)(C)C)=O)(C)C